N-([1,1'-Biphenyl]-4-ylmethyl)-5-methoxy-6-(1H-pyrazol-1-yl)nicotinamide C1(=CC=C(C=C1)CNC(C1=CN=C(C(=C1)OC)N1N=CC=C1)=O)C1=CC=CC=C1